C[C@H]1CN2C(OC1)=C(C=N2)[S@](=O)(N)=NC(NC2=C1[C@H](CCC1=CC=1CCCC21)C)=O (S,6S)-6-methyl-N'-(((S)-3-methyl-1,2,3,5,6,7-hexahydro-s-indacen-4-yl)carbamoyl)-6,7-dihydro-5H-pyrazolo[5,1-b][1,3]oxazine-3-sulfonimidamide